5-(difluoromethoxy)nicotinamide FC(OC=1C=NC=C(C(=O)N)C1)F